C1(CC1)N1N=CC(=C1)C1=C(C(=CC=C1)F)NC(=O)N1CCC(CC1)C1=CC=C(C=C1)C N-[2-(1-Cyclopropyl-1H-pyrazol-4-yl)-6-fluorophenyl]-4-(4-methylphenyl)piperidine-1-carboxamide